CC1=C(C=CC(=N1)C1=CN=C2N(C1=O)CCCN2)OC2=CC(=NC=C2)C=2C=NN(C2)C 3-(6-methyl-5-((2-(1-methyl-1H-pyrazol-4-yl)pyridin-4-yl)oxy)pyridin-2-yl)-6,7,8,9-tetrahydro-4H-pyrimido[1,2-a]pyrimidin-4-one